FC1=CC(=C2C=C(N(C2=C1F)CCNC1=CC(=NC=N1)C1=CC(=C(C(=O)O)C=C1)CC(C)C)C)C 4-{6-[2-(6,7-Difluoro-2,4-dimethyl-indol-1-yl)-ethylamino]-pyrimidin-4-yl}-2-isobutyl-benzoic acid